3-(hydroxymethyl)-4-(2-hydroxypropan-2-yl)benzenesulfonamide OCC=1C=C(C=CC1C(C)(C)O)S(=O)(=O)N